methyl 6-oxohexadecanoate O=C(CCCCC(=O)OC)CCCCCCCCCC